C[C@@H]1OCCN(C1)C=1C=C(C=CC1)C=1N=C(SC1)NC(CNC(OC(C)(C)C)=O)=O (S)-tert-butyl (2-((4-(3-(2-methylmorpholino)phenyl)thiazol-2-yl)amino)-2-oxoethyl)carbamate